4-tolyl 4-[(phenylcarbamoyl) ureido]phenylsulfonate C1(=CC=CC=C1)NC(=O)NC(NC1=CC=C(C=C1)S(=O)(=O)OC1=CC=C(C=C1)C)=O